3-methyl-6-(1-methyl-6-oxo-1,6-dihydropyridin-3-yl)imidazo[1,2-a]pyrazine-2-carboxamide CC1=C(N=C2N1C=C(N=C2)C2=CN(C(C=C2)=O)C)C(=O)N